C(C)(C)(C)OC(=O)N1[C@@H](CCC1)C1=C2CCN(CC2=CC(=C1)C=1C=C2C(=NC1)NC=C2C)C(C2=CC(=NC(=C2)C)C)=O (S)-5-(5-(1-(tert-butoxycarbonyl)pyrrolidin-2-yl)-2-(2,6-Dimethylisonicotinoyl)-1,2,3,4-tetrahydroisoquinolin-7-yl)-3-methyl-1H-pyrrolo[2,3-b]pyridine